COC1=CC=C(C=C1)/C=C/C(=O)C=1C(NC2=NC=CC=C2C1C)=O (E)-3-(3-(4-Methoxyphenyl)acryloyl)-4-methyl-1,8-naphthyridin-2(1H)-one